BrC1=NN(C(=C1C#N)NC=O)C1(N(CCC1)C(=O)[O-])COC 3-bromo-4-cyano-5-formamido-1H-pyrazol-1-yl-2-(methoxymethyl)pyrrolidine-1-carboxylate